COC(C[C@@H](C1=CC(=C(C=C1)C)CO)C1=C(C2=C(N(N=N2)C)C=C1)C)=O (S)-methyl-3-(1,4-dimethyl-1H-benzo[d][1,2,3]triazol-5-yl)-3-(3-(hydroxymethyl)-4-methylphenyl)-propanoate